4-Chloro-N-(5-methyl-1H-pyrazol-3-yl)pyridin-2-amine ClC1=CC(=NC=C1)NC1=NNC(=C1)C